OC[C@@H](C)NC(=O)C=1C=C(C(=NC1)OC1=CC=C(C=C1)C(F)(F)F)C1=NC(=CC=C1)C N-[(2R)-1-hydroxypropan-2-yl]-6-methyl-2'-[4-(trifluoromethyl)phenoxy][2,3'-bipyridine]-5'-carboxamide